COCC[Si](C)C (methoxyethyl)(dimethyl)silicon